ClC1=C(C=CC(=N1)NN1C(C(=C(C1=O)C)CC(=O)OC(C)(C)C)=O)C(F)(F)F tert-Butyl 2-(1-{[6-chloro-5-(trifluoromethyl)(2-pyridyl)]amino}-4-methyl-2,5-dioxoazolin-3-yl)acetate